1-Vinyl-3-methylimidazolium iodide [I-].C(=C)N1C=[N+](C=C1)C